tert-butyl 4-(9-(1-((2-carbamoyl-4-fluorophenyl)amino)ethyl)-4,7-dimethyl-5-oxo-4,5-dihydroimidazo[1,5-a]quinazolin-3-yl)-3,6-dihydropyridine-1(2H)-carboxylate C(N)(=O)C1=C(C=CC(=C1)F)NC(C)C=1C=C(C=C2C(N(C=3N(C12)C=NC3C=3CCN(CC3)C(=O)OC(C)(C)C)C)=O)C